O=C1N(C(CC1)=O)C(C(=O)[O-])CNC(=O)OC(C)(C)C (2,5-dioxopyrrolidin-1-yl)3-(tert-butoxycarbonylamino)propanoate